ClC=1C=C(C=CC1Cl)C=1N(C(=CC(C1C(=O)O)=O)CN1N=C(C=C1)[N+](=O)[O-])CC 2-(3,4-dichlorophenyl)-1-ethyl-6-[(3-nitropyrazol-1-yl)methyl]-4-oxo-pyridine-3-carboxylic acid